FC1=C(C=CC=C1C(F)(F)F)CC(=O)NC=1C=NC(=C(C1)F)N1C=NC(=C1)[C@H]1CNCCO1 (R)-2-(2-fluoro-3-(trifluoromethyl)phenyl)-N-(5-fluoro-6-(4-(morpholin-2-yl)-1H-imidazol-1-yl)pyridin-3-yl)acetamide